(S)-1-(3-(1-amino-1,3-dihydrospiro[indene-2,4'-piperidin]-1'-yl)-6-(2,3-dichlorophenyl)-5-methylpyrazin-2-yl)azetidin-3-ol N[C@@H]1C2=CC=CC=C2CC12CCN(CC2)C=2C(=NC(=C(N2)C)C2=C(C(=CC=C2)Cl)Cl)N2CC(C2)O